CS(=O)(=O)C=1C=C(C=CC1)[C@H](C1CCN(CC1)C(=O)C=1C=CC2=C(NC(CO2)=O)C1)C1=CC=CC=C1 |o1:10| 6-[4-[(R or S)-(3-methylsulfonylphenyl)-phenyl-methyl]piperidine-1-carbonyl]-4H-1,4-benzoxazin-3-one